(S)-N-(8-fluoro-5-(methyl-d3)-4-oxo-2,3,4,5-tetrahydropyrido[3,2-b][1,4]oxazepin-3-yl)-4-(2-fluorophenyl)-5-methylpyrimidine-2-carboxamide FC1=CC=2OC[C@@H](C(N(C2N=C1)C([2H])([2H])[2H])=O)NC(=O)C1=NC=C(C(=N1)C1=C(C=CC=C1)F)C